tert-butyl 3-[6-(5-cyanopyrazolo[1,5-a]pyridin-3-yl)-2-pyridyl]piperidine-1-carboxylate C(#N)C1=CC=2N(C=C1)N=CC2C2=CC=CC(=N2)C2CN(CCC2)C(=O)OC(C)(C)C